COC1=C(C=C(C=C2CN(CC(C2=O)=CC2=CC(=C(C=C2)OC)OC(F)(F)F)C(C2=CC(=C(C=C2)OC)OC)=O)C=C1)OC(F)(F)F 3,5-bis(4-methoxy-3-(trifluoromethoxy)benzylidene)-1-(3,4-dimethoxybenzoyl)piperidin-4-one